6-chloro-5-fluoro-1H-pyrrolo[2,3-b]pyridine-2-carboxylic acid ClC1=C(C=C2C(=N1)NC(=C2)C(=O)O)F